C(C(C)(C)C)N1COC=C1 N-neopentyloxazole